3'-acetoacetophenone C(CC(=O)C)(=O)C=1C=CC=CC1